COC(=O)[C@H]1N(C[C@@H](C1)OS(=O)(=O)C)C(=O)OC(C)(C)C (2S,4R)-4-(methylsulfonyloxy)pyrrolidine-1,2-dicarboxylic acid 1-tert-butyl 2-methyl ester